FC1(CCN(CC1)C1=NC(=CC(=N1)NC(C1=C(C=C(C(=O)N)C=C1)N1CCC2(CC2)CC1)=O)C)F N1-(2-(4,4-difluoropiperidin-1-yl)-6-methylpyrimidin-4-yl)-2-(6-azaspiro[2.5]octan-6-yl)terephthalamide